dimethyl-aminopropyl-methacrylamide CCC(=C(C)CCCN)C(=O)N